C(#N)C1=CC(=C(C=C1)C1CNC2=C(O1)N=C(C=C2)C2CCN(CC2)C(=O)OC(C)(C)C)F tert-butyl 4-(3-(4-cyano-2-fluorophenyl)-2,3-dihydro-1H-pyrido[2,3-b][1,4]oxazin-6-yl)piperidine-1-carboxylate